1-(5-((7-fluoro-2,3-dihydrobenzo[b][1,4]dioxin-5-yl-2,2,3,3-d4)amino)-7-(methylamino)pyrazolo[1,5-a]pyrimidin-3-yl)-3-((1R,2S)-2-fluorocyclopropyl)urea FC=1C=C(C2=C(OC(C(O2)([2H])[2H])([2H])[2H])C1)NC1=NC=2N(C(=C1)NC)N=CC2NC(=O)N[C@H]2[C@H](C2)F